6-(1-(3,4-dichlorophenyl)pyrrolidin-3-yl)picolinic acid ClC=1C=C(C=CC1Cl)N1CC(CC1)C1=CC=CC(=N1)C(=O)O